C(C)(C)(C)NC1=C2C(=C3C(=N1)C=C(S3)C3CCNCC3)NC(=N2)CCCC N-(tert-butyl)-2-butyl-7-(piperidin-4-yl)-1H-imidazo[4,5-d]thieno[3,2-b]pyridin-4-amine